2-(4-chloro-3-fluorophenoxy)-N-{(2S)-4-[2-(3,4-dichlorophenoxy)acetylamino]-2-hydroxybicyclo[2.2.2]octan-1-yl}acetamide ClC1=C(C=C(OCC(=O)NC23[C@H](CC(CC2)(CC3)NC(COC3=CC(=C(C=C3)Cl)Cl)=O)O)C=C1)F